4-{4-[(3-methyl-4-{5H,6H,8H-[1,2,4]triazolo[1,5-a]pyrazin-7-ylmethyl}phenyl)amino]quinazolin-6-yl}piperazine-1-carboxylate CC=1C=C(C=CC1CN1CC=2N(CC1)N=CN2)NC2=NC=NC1=CC=C(C=C21)N2CCN(CC2)C(=O)[O-]